C1(CCCCC1)OC1=CC2=C(CN(CCC2)C2=CC(=C(C(=C2)C)C(C(=O)N)C(C)(C)C)C)C=C1F (4-(7-(cyclohexyloxy)-8-fluoro-1,3,4,5-tetrahydro-2H-benzo[c]azepin-2-yl)-2,6-dimethylphenyl)-3,3-dimethylbutanamide